perfluorobutyl-3-phenyltetralone FC1(C(C2=C(C(=C(C(=C2C(C1(C1=C(C(=C(C(=C1F)F)F)F)F)F)(F)F)F)F)F)F)=O)C(C(C(C(F)(F)F)(F)F)(F)F)(F)F